N-[2-[(3-bromo-2-fluorophenyl)methylamino]ethyl]carbamic acid tert-butyl ester C(C)(C)(C)OC(NCCNCC1=C(C(=CC=C1)Br)F)=O